3-methoxy-4-propargyloxycinnamoyl-anthranilic acid COC=1C=C(C=CC(=O)NC=2C(C(=O)O)=CC=CC2)C=CC1OCC#C